(1,1-2H2)Propan-2-ol C(C(C)O)([2H])[2H]